tert-butyl (R)-5-(((R)-tert-butylsulfinyl) amino)-2-methyl-5,7-dihydrospiro[cyclopenta[b]pyridine-6,4'-piperidine]-1'-carboxylate C(C)(C)(C)[S@@](=O)N[C@H]1C=2C(=NC(=CC2)C)CC12CCN(CC2)C(=O)OC(C)(C)C